tert-butyl-4-(6-(7-methoxy-2,8-dimethylimidazo[1,2-a]pyridine-6-carboxamido)pyridin-3-yl)piperazine-1-carboxylate C(C)(C)(C)OC(=O)N1CCN(CC1)C=1C=NC(=CC1)NC(=O)C=1C(=C(C=2N(C1)C=C(N2)C)C)OC